C(C)OC(=O)C=1C=NN2C1N=C(C=C2)N2CCCC2.FC2(CN(C2)C=O)F (3,3-difluoroazetidin-1-yl)methanone ethyl-5-pyrrolidin-1-ylpyrazolo[1,5-a]pyrimidine-3-carboxylate